tert-butyl (3S)-3-[(1R)-2-[[4-(cyclobutyl-amino)pyridine-2-carbonyl]amino]-1-hydroxy-ethyl]-7-(methoxymethoxy)-3,4-dihydro-1H-isoquinoline-2-carboxylate C1(CCC1)NC1=CC(=NC=C1)C(=O)NC[C@@H](O)[C@H]1N(CC2=CC(=CC=C2C1)OCOC)C(=O)OC(C)(C)C